C(#N)C1=CC(=C(C=C1)C1=NN=C(C2=CC=CC=C12)N[C@H]1CNC[C@@H](C1)F)OCOCC (3R,5R)-3-((4-(4-cyano-2-(ethoxymethoxy)phenyl)phthalazin-1-yl)amino)-5-fluoropiperidine